N1C=CC=2C1=NC=CC2OC2=CC=C(C=C2)N2C(N(CC2)C2=CC(=CC=C2)C(F)(F)F)=O 1-[4-(1H-pyrrolo[2,3-b]pyridin-4-yloxy)phenyl]-3-[3-(trifluoromethyl)phenyl]-2-imidazolidinone